BrC=1C=C(C=C(C(/C=C/C2=CC(=C(C(=C2)OC)OC)OC)=O)C(\C=C\C2=CC(=C(C(=C2)OC)OC)OC)=O)C=C(C1O)OC (1E,6E)-4-(3-bromo-4-hydroxy-5-methoxybenzylidene)-1,7-bis(3,4,5-trimethoxyphenyl)hepta-1,6-diene-3,5-dione